FC=1C(=NC=CC1)[C@@H](C)OC=1C=2N(C=C(C1)C=1C=NN(C1C)C1CCNCC1)N=CC2C#N (R)-4-(1-(3-fluoropyridin-2-yl)ethoxy)-6-(5-methyl-1-(piperidin-4-yl)-1H-pyrazol-4-yl)pyrazolo[1,5-a]pyridine-3-carbonitrile